C12(CCC(CC1)C2)CCO 2-(bicyclo[2.2.1]hept-1-yl)ethanol